FC1=C2C(=CC(=NC2=CC(=C1)C1=NNC=C1)N)N[C@@H]1COCC1 (S)-5-Fluoro-7-(1H-pyrazol-3-yl)-N4-(tetrahydrofuran-3-yl)quinoline-2,4-diamine